C1(=CC=CC=2C3=CC=CC=C3CC12)COC(=O)N[C@@H](CCCNC(=O)OCC1=CC=CC=2C3=CC=CC=C3CC12)C(=O)O N-fluorenylmethoxycarbonyl-N'-fluorenylmethoxycarbonyl-L-ornithine